N'-(4-hydroxybenzoyl)-hydrazine OC1=CC=C(C(=O)NN)C=C1